5-methoxy-3-(2-nitroethyl)indole COC=1C=C2C(=CNC2=CC1)CC[N+](=O)[O-]